ammonium dichlorobenzoic acid ClC=1C(=C(C(=O)O)C=CC1)Cl.[NH4+]